NC1=NC=NN2C1=C(C=C2C2CCN(CC2)C(C(C)C)=O)C2=CC=C(C=C2)NC(=O)C2=CC=C(N(C2=O)C2=CC=CC=C2)C2=NC=CC=C2 N-(4-(4-amino-7-(1-isobutyrylpiperidin-4-yl)pyrrolo[2,1-f][1,2,4]triazin-5-yl)phenyl)-6-oxo-1-phenyl-1,6-dihydro-[2,2'-bipyridine]-5-carboxamide